C1(CC1)C=1C=C(OC2=C(C(=NN2C)C(F)F)C(=O)N[C@@H](C)C2=CC=C(C(=O)OC)C=C2)C=CC1 methyl (S)-4-(1-(5-(3-cyclopropylphenoxy)-3-(difluoromethyl)-1-methyl-1H-pyrazole-4-carboxamido)ethyl)benzoate